C(C)(C)(C)C1N(CCCN(C1)CC[C@@H](CCO)OCC1=CC=CC=C1)C(=O)OC1=C(C=C(C(=C1)C)C(C)(C)C)C(C)(C)C 4,6-di-t-butyl-m-cresol tert-butyl-4-[(3S)-3-(benzyloxy)-5-hydroxypentyl]-1,4-diazepane-1-carboxylate